(4-(4-(benzo[d]thiazol-5-ylamino)quinolin-7-yl)-3-fluorophenyl)(2-oxa-6-azaspiro[3.3]heptan-6-yl)methanone S1C=NC2=C1C=CC(=C2)NC2=CC=NC1=CC(=CC=C21)C2=C(C=C(C=C2)C(=O)N2CC1(COC1)C2)F